1-(3-(2-(4-(trifluoromethyl)phenyl)quinolin-4-yl)pyrrolidin-1-yl)prop-2-en-1-one FC(C1=CC=C(C=C1)C1=NC2=CC=CC=C2C(=C1)C1CN(CC1)C(C=C)=O)(F)F